5-Bromo-N,N-dimethyl-Pyridine-2-amine BrC=1C=CC(=NC1)N(C)C